C1(CC1)C1=C(C(=NO1)C1=C(C=CC=C1Cl)Cl)COC1C2CN(CC1C2)C2=CC=C1C(=CN(C1=C2)C)C(=O)O 6-(6-((5-cyclopropyl-3-(2,6-dichlorophenyl)isoxazol-4-yl)methoxy)-3-azabicyclo[3.1.1]heptan-3-yl)-1-methyl-1H-indole-3-carboxylic acid